[N-]=C=O.FC1=CC=C(C=C1)F 2,5-difluorobenzene isocyanate